NCCNC=1C(=NON1)C1=NOCN1C1=CC(=C(C=C1)F)Br 3-(4-((2-aminoethyl)amino)-1,2,5-oxadiazol-3-yl)-4-(3-bromo-4-fluorophenyl)-1,2,4-oxadiazol